N[C@@H](CC(=O)OCC)C=1C(=NN(C1)C1=C(C=CC=C1C)OC)C(F)(F)F ethyl (3S)-3-amino-3-[1-(2-methoxy-6-methylphenyl)-3-(trifluoromethyl)pyrazol-4-yl]propanoate